FC1CC2=CCCN2C1C1=CC=C(C=C1)OC(F)(F)F 2-fluoro-3-(4-(trifluoromethoxy)phenyl)tetrahydro-1H-pyrrolizin